C(C)S(=O)(=O)N1C2CC(CC1CC2)C2=C1C(=NC(=C2)NC(=O)C2CC2)NC=C1 N-(4-(8-(ethylsulfonyl)-8-azabicyclo[3.2.1]oct-3-yl)-1H-pyrrolo[2,3-b]pyridin-6-yl)cyclopropylcarboxamide